N-(3-(dimethylamino)propyl)-5-phenyl-7-(piperidin-1-yl)pyrazolo[1,5-a]pyrimidine-2-carboxamide CN(CCCNC(=O)C1=NN2C(N=C(C=C2N2CCCCC2)C2=CC=CC=C2)=C1)C